Cl.FC(OC1=CC=CC(=N1)NC(=O)[C@H]1N[C@@H]2C[C@@H]2C1)(F)F (1R,3S,5R)-N-(6-(trifluoromethoxy)pyridin-2-yl)-2-azabicyclo[3.1.0]Hexane-3-carboxamide hydrochloride